sulfosuccinic acid disodium salt [Na+].[Na+].S(=O)(=O)([O-])C(C(=O)[O-])CC(=O)O